OCC(NC(CC)S(=O)(=O)O)(CO)CO N-Tris(hydroxymethyl)methyl-aminopropanesulphonic acid